3-(4-aminothiophene-2-yl)-5-(3,4-dimethoxyphenyl)isonicotinic acid hydrochloride Cl.NC=1C=C(SC1)C1=C(C(=O)O)C(=CN=C1)C1=CC(=C(C=C1)OC)OC